N-{2-[(4S)-4-[2-(dimethylamino)ethoxy]-3,3-difluoropiperidin-1-yl]pyrimidin-4-yl}-8-[(2R,3S)-3-(methanesulfonylmeth-yl)-2-methylazetidin-1-yl]-5-(propan-2-yl)isoquinolin-3-amine CN(CCO[C@@H]1C(CN(CC1)C1=NC=CC(=N1)NC=1N=CC2=C(C=CC(=C2C1)C(C)C)N1[C@@H]([C@H](C1)CS(=O)(=O)C)C)(F)F)C